BrC=1C=NN(C1)C(C#N)C 2-(4-bromo-1H-pyrazol-1-yl)propionitrile